ethyl 2-(4-bromo-1H-pyrazol-1-yl)-2-methylpropionate BrC=1C=NN(C1)C(C(=O)OCC)(C)C